4-hydroxymethyl-1-oxo-1-phospha-2,6,7-trioxabicyclo[2.2.2]octane OCC12COP(OC1)(OC2)=O